C1(=CC=CC=C1)C(CC1C(CCCC1C)=O)C1=CC=CC=C1 2-(2,2-diphenylethyl)-3-methylcyclohexane-1-one